6-oxo-4-phenyl-2-(pyridin-3-yl)-1,6-dihydropyrimidine-5-carbonitrile O=C1C(=C(N=C(N1)C=1C=NC=CC1)C1=CC=CC=C1)C#N